3,3-dimethyl-1,5-pentanediol CC(CCO)(CCO)C